(S)-2-(4-(2-((4-cyano-2-methoxybenzyl)oxy)pyrimidin-4-yl)-2,5-difluorobenzyl)-4-fluoro-1-((oxetan-2-yl)methyl)-3-oxo-2,3-dihydro-1H-indazole-6-carboxylic acid C(#N)C1=CC(=C(COC2=NC=CC(=N2)C2=CC(=C(CN3N(C4=CC(=CC(=C4C3=O)F)C(=O)O)C[C@H]3OCC3)C=C2F)F)C=C1)OC